OC1=CC=C(C=2SC(SC21)=C(C#N)C#N)O 2-(4,7-dihydroxy-1,3-benzodithiol-2-ylidene)malononitrile